C(CCC)=C1CC2(CCCN2C1)CO (2-butylidenetetrahydro-1H-pyrrolizin-7a(5H)-yl)methanol